N-(5-(6-(3,4-dimethoxyphenyl)pyrazin-2-yl)thiophen-3-yl)acetamide COC=1C=C(C=CC1OC)C1=CN=CC(=N1)C1=CC(=CS1)NC(C)=O